[Si](C1=CC=CC=C1)(C1=CC=CC=C1)(C(C)(C)C)OC[C@H]1[C@@H](N([C@H](C1)COC(C1=CC=CC=C1)(C1=CC=CC=C1)C1=CC=CC=C1)C(=O)OC(C)(C)C)C=O tert-Butyl (2R,3R,5R)-3-(((tert-butyldiphenylsilyl)oxy)methyl)-2-formyl-5-((trityloxy)methyl)pyrrolidine-1-carboxylate